C(C)(C)(C)N1C=C(C=2C1=NC(=CC2)C(=O)N2CC(C(CC2)C(=O)N)(C)C)C2=CC(=C(C=C2)Cl)F 1-(1-(tert-butyl)-3-(4-chloro-3-fluorophenyl)-1H-pyrrolo[2,3-b]pyridine-6-carbonyl)-3,3-dimethylpiperidine-4-carboxamide